C(C1=CC=CC=C1)(C1=CC=CC=C1)(C1=CC=CC=C1)NCCN N-trityl-1,2-ethanediamine